4,6-bis(1-cyclopropylvinyl)pyrimidin-5-amine C1(CC1)C(=C)C1=NC=NC(=C1N)C(=C)C1CC1